COC(C1=CC(=C(C(=C1)OC)OC)OCC[C@H](CCN1CCNCCC1)OCC1=CC=CC=C1)=O (S)-3-((3-(benzyloxy)-5-(1,4-diazepan-1-yl)pentyl)oxy)-4,5-dimethoxybenzoic acid methyl ester